Tert-butyl 2-[2-(2-[2-[4-([[(2R,3S)-3-[(tert-butoxycarbonyl)amino]-5-carbamoylpentan-2-yl]oxy]methyl)phenyl]ethoxy]ethoxy) ethoxy]acetate C(C)(C)(C)OC(=O)N[C@H]([C@@H](C)OCC1=CC=C(C=C1)CCOCCOCCOCC(=O)OC(C)(C)C)CCC(N)=O